CO/C=C/C1=CC(=C(C=C1)OCC1CC1)Cl 4-[(E)-2-Methoxyethenyl]-2-chloro-1-(cyclopropylmethoxy)benzene